C1(=C(C=CC=C1)C1(C2=CC=CC=C2C=2C=CC(=CC12)Br)O)C1=CC=CC=C1 9-(biphenyl-2-yl)-2-bromo-9-fluorenol